CSC1=NNC(=N1)N 3-Methylsulfanyl-1H-1,2,4-triazol-5-amine